Glyceryl diisostearate CC(C)CCCCCCCCCCCCCCC(=O)OCC(CO)OC(=O)CCCCCCCCCCCCCCC(C)C